2-((2R,3R)-3-benzyl-1,4-dioxaspiro[4.5]dec-2-yl)ethanol C(C1=CC=CC=C1)[C@@H]1[C@H](OC2(O1)CCCCC2)CCO